4-pentylnonanoic acid C(CCCC)C(CCC(=O)O)CCCCC